N1=C(N=CC=C1)C1(CC1)NC(=O)C1CN(CCC1)C methyl-piperidine-3-carboxylic acid (1-pyrimidin-2-yl-cyclopropyl)-amide